C(CCCC)NC(SCC)=S ethyl n-pentyldithiocarbamate